(±)-cis-3-((benzyloxy)carbonyl)cyclopentyl 4-nitrobenzoate [N+](=O)([O-])C1=CC=C(C(=O)O[C@@H]2C[C@@H](CC2)C(=O)OCC2=CC=CC=C2)C=C1 |r|